lead-zirconium nickel-zirconium [Zr].[Ni].[Zr].[Pb]